NCCCCCCNC(OC(C)(C)C)=O tert-butyl N-(6-aminohexyl)carbamate